Bis(2-ethylhexyl)-1,4-cyclohexanedicarboxylate C(C)C(COC(=O)C1CCC(CC1)C(=O)OCC(CCCC)CC)CCCC